NC1=CC(=C(C=C1)S(=O)(=NC)C1CCN(CC1)C(=O)[C@H]1N(C[C@@H](C1)O)C(=O)OC(C)(C)C)C tert-butyl (2S,4R)-2-[4-[S-(4-amino-2-methyl-phenyl)-N-methyl-sulfonimidoyl]piperidine-1-carbonyl]-4-hydroxy-pyrrolidine-1-carboxylate